BrC=1C=C(C=CC1)C(C)(CCCC1(CC1)CO)C1=CN=C(N1)C=1C=C(OC=2C(=C3C=CNC3=CC2F)/C=C/C(=O)O)C=CC1F (E)-3-(5-(3-(5-(2-(3-Bromophenyl)-5-(1-(hydroxymethyl)cyclopropyl)pentan-2-yl)-1H-imidazol-2-yl)-4-fluorophenoxy)-6-fluoro-1H-indol-4-yl)acrylic acid